C(#N)CC(CC(=O)[O-])O (-)-4-cyano-3-hydroxybutyrate